4-(piperidin-4-yloxy)quinoline hydrochloride Cl.N1CCC(CC1)OC1=CC=NC2=CC=CC=C12